(2-methylenetetrahydro-1H-pyrrolizin-7a(5H)-yl)methyl benzoate C(C1=CC=CC=C1)(=O)OCC12CCCN2CC(C1)=C